5H-1,2,5-oxathiazole-2,2-dioxide O1S(C=CN1)(=O)=O